Sodium dioleate C(CCCCCCC\C=C/CCCCCCCC)(=O)[O-].C(CCCCCCC\C=C/CCCCCCCC)(=O)[O-].[Na+].[Na+]